ClC=1C=C(C=C(C1)F)NC(=O)NC1=C(C=CC(=C1)F)C(=O)NN 1-(3-chloro-5-fluorophenyl)-3-(5-fluoro-2-hydrazinocarbonylphenyl)-urea